C(C)OCC1(CC1)CN [1-(ethoxymethyl)cyclopropyl]methanamine